(S)-1-(2-chlorophenyl)-N-(7-(8-ethyl-2-(piperidin-3-ylamino)quinazolin-6-yl)pyrrolo[2,1-f][1,2,4]triazin-4-yl)methanesulfonamide ClC1=C(C=CC=C1)CS(=O)(=O)NC1=NC=NN2C1=CC=C2C=2C=C1C=NC(=NC1=C(C2)CC)N[C@@H]2CNCCC2